1-[(2R,3R,4S,5R)-5-[({[bis(4-methoxyphenyl)]phenylmethyl}oxy)methyl]-3,4-dihydroxytetrahydro-2-furyl]-1,2,3,4-tetrahydropyrimidine-2,4-dione COC1=CC=C(C=C1)C(OC[C@@H]1[C@H]([C@H]([C@@H](O1)N1C(NC(C=C1)=O)=O)O)O)(C1=CC=CC=C1)C1=CC=C(C=C1)OC